NCCNCCC[Si](OC)(OC)C γ-(2-aminoethyl)aminopropylmethyl-dimethoxysilane